benzyl 4-(aminomethyl)-3-hydroxypiperidine-1-carboxylate NCC1C(CN(CC1)C(=O)OCC1=CC=CC=C1)O